(3-(5-carbamoyl-7-methoxy-2-(1-methyl-1H-indole-2-carboxamido)-1H-benzo[d]imidazol-1-yl)propyl)carbamic acid benzyl ester C(C1=CC=CC=C1)OC(NCCCN1C(=NC2=C1C(=CC(=C2)C(N)=O)OC)NC(=O)C=2N(C1=CC=CC=C1C2)C)=O